C(C)N1C2=CC=CC=C2C=2C=C(C=CC12)N1N=NC(=C1C1=CC=CC=C1)C(=O)O 1-(9-Ethyl-9H-carbazol-3-yl)-5-phenyl-1H-1,2,3-triazole-4-carboxylic acid